[K+].S(=O)(=O)([O-])CCCOC(C=C)=O sulfopropylacrylate potassium salt